COC(=O)C=1C=2C=CC(NC2C=C(C1)Br)=O 7-bromo-2-oxo-1,2-dihydroquinoline-5-carboxylic acid methyl ester